C(#N)C1=CC(=C(OC=2N=NC(=C(C2C(=O)NC2=CC(=CC=C2)[S@@](=O)(C)=N)C)C2=CC=C(C=C2)C#N)C=C1)OC 3-(4-cyano-2-methoxyphenoxy)-6-(4-cyanophenyl)-N-{3-[(S)-imino(methyl)oxo-λ6-sulfanyl]phenyl}-5-methylpyridazine-4-carboxamide